((5-(4-(Trifluoromethyl)phenyl)oxazol-2-yl)amino)pyridinecarboxamide FC(C1=CC=C(C=C1)C1=CN=C(O1)NC=1C(=NC=CC1)C(=O)N)(F)F